FC(C1=NC=CC(=C1)OC1=NC2=CC=CC=C2C(=C1)C#N)(F)F 2-[{2-(trifluoromethyl)pyridin-4-yl}oxy]quinoline-4-carbonitrile